1-benzyl-3,4-diphenyl-pyrrole-2,5-dione C(C1=CC=CC=C1)N1C(C(=C(C1=O)C1=CC=CC=C1)C1=CC=CC=C1)=O